[Cl-].C(CCCCCCCCC)[N+](CCC[Si](OC)(OC)OC)(C)C decyl-dimethyl-[3-(trimethoxysilyl)propyl]ammonium chloride